C(#N)[C@H]1N([C@H]2C[C@H]2C1)C(CC1=NC2=CC=C(C=C2C(=C1)C(=O)N)OCC1CC1)=O (2-((1S,3S,5S)-3-cyano-2-azabicyclo[3.1.0]hex-2-yl)-2-oxoethyl)-6-(cyclopropylmethoxy)quinoline-4-carboxamide